NC1=CC=C(C=C1)C1=NN(C=C1)CC(N[C@H](C(NCCCC[C@H](NC(N[C@@H](CCC(=O)O)C(=O)O)=O)C(=O)O)=O)CC1=CC2=CC=CC=C2C=C1)=O (4S,11S,15S)-1-[3-(4-aminophenyl)-1H-pyrazol-1-yl]-4-[(naphthalen-2-yl)methyl]-2,5,13-trioxo-3,6,12,14-tetraazaheptadecane-11,15,17-tricarboxylic acid